(R)-1-(1-phenylallyl)azepane C1(=CC=CC=C1)[C@@H](C=C)N1CCCCCC1